C(C1=CC=CC=C1)C(C(=O)NC=1C=NC2=C(C=CC=C2C1)F)(CC1(CC1)F)C 2-benzyl-3-(1-fluoro-cyclopropyl)-N-(8-fluoro-3-quinolyl)-2-methyl-propanamide